ClC1=C2C=CC(=CC2=C(C=C1)NC(C=C)=O)C1=CC=CC(=N1)C(=O)NC1CCC(CC1)N(C)CCOC 6-[5-chloro-8-(prop-2-enamido)naphthalen-2-yl]-N-[(1r,4r)-4-[(2-methoxyethyl)(methyl)amino]cyclohexyl]pyridine-2-carboxamide